FC1=C(C=C(CC2=NNC(C3=CC=CC=C23)=O)C=C1)C(=O)N1CC(C1)NCC(=C)C 4-(4-fluoro-3-(3-((2-methylallyl)amino)azetidine-1-carbonyl)benzyl)phthalazin-1(2H)-one